3-(4-(((1H-indazol-5-yl)amino)-5-methylpyrimidin-2-yl)benzeneyl)-N-isopropylacrylamide N1N=CC2=CC(=CC=C12)NC1=NC(=NC=C1C)C1=CC=C(C=C1)C=CC(=O)NC(C)C